2-bromo-6-(2-methoxyphenyl)nicotinonitrile BrC1=C(C#N)C=CC(=N1)C1=C(C=CC=C1)OC